ClC(C(=O)NC(C)(C#C)C)C(C)=O 2-chloro-N-(2-methylbutan-3-yn-2-yl)-3-oxobutanamide